N1CCC(=CC1)C(=O)O.OC1CN(CC1)C1=C(C(=O)N)C=CC=N1 (3-hydroxypyrrolidin-1-yl)nicotinamide 1,2,3,6-tetrahydropyridine-4-formate